ClC=1C=C(C=CC1Cl)C=1N=C(SC1SC(C)C)N1N=C(C(=C1C(=O)O)C1=C(C=CC=C1)C)C 1-(4-(3,4-dichlorophenyl)-5-(isopropylthio)thiazol-2-yl)-3-methyl-4-o-tolyl-1H-pyrazole-5-carboxylic acid